9-(1-benzyl-6-oxo-3-((tetrahydro-2H-pyran-4-yl)oxy)-1,6-dihydropyridazin-4-yl)-1-(3,4-difluorophenyl)-1,9-diazaspiro[5.5]Undecan-2-one C(C1=CC=CC=C1)N1N=C(C(=CC1=O)N1CCC2(CCCC(N2C2=CC(=C(C=C2)F)F)=O)CC1)OC1CCOCC1